O.OC(=O)C(O)C(O)C(=O)O.NC[C@H](O)C=1C=C(C(=CC1)O)O (R)-4-(2-amino-1-hydroxyethyl)-1,2-benzenediol bitartrate monohydrate